(4aS,5aS)-2-(5-Fluoropyridin-2-yl)-3-(6-methyl-1H-pyrazolo[3,4-b]pyridin-4-yl)-4,4a,5,5a-tetrahydrocyclopropa[4,5]pyrrolo[1,2-b]pyrazole FC=1C=CC(=NC1)C=1C(=C2N(N1)[C@@H]1[C@H](C2)C1)C1=C2C(=NC(=C1)C)NN=C2